NC1=C(C=2C(=NC=C(C2)Cl)N1C1=C(C(=CC=C1C)O)C)C(=O)N1CC=2N(CC1)N=C(N2)C (2-amino-5-chloro-1-(3-hydroxy-2,6-dimethylphenyl)-1H-pyrrolo[2,3-b]pyridin-3-yl)(2-methyl-5,6-dihydro-[1,2,4]triazolo[1,5-a]pyrazin-7(8H)-yl)methanone